4-((2,4-diamino-pyrimidin-5-yl)oxy)-5-iso-propyl-picolin-amide NC1=NC=C(C(=N1)N)OC1=CC(=NC=C1C(C)C)C(=O)N